Promethium(III) triflate [O-]S(=O)(=O)C(F)(F)F.[Pm+3].[O-]S(=O)(=O)C(F)(F)F.[O-]S(=O)(=O)C(F)(F)F